7-amino-8-(5-methyl-1H-indazol-4-yl)-2-(pyridine-3-ylmethoxy)benzofuro[3,2-b]pyridine-6-carboxamide NC1=C(C2=C(C=C1C1=C3C=NNC3=CC=C1C)C1=NC(=CC=C1O2)OCC=2C=NC=CC2)C(=O)N